[(1R)-2-[2-[2-[5-[5-[tert-butyl(dimethyl)silyl]oxy-1-tetrahydropyran-2-yl-indazol-3-yl]-3-pyridyl]ethoxy]ethoxy]-1-methyl-ethyl]methanesulfonate [Si](C)(C)(C(C)(C)C)OC=1C=C2C(=NN(C2=CC1)C1OCCCC1)C=1C=C(C=NC1)CCOCCOC[C@@H](C)CS(=O)(=O)[O-]